1-((3R,4S)-3-fluoro-4-((5-(1-((R)-1-fluoropropan-2-yl)-1H-benzo[d][1,2,3]triazol-6-yl)-4-methoxypyrrolo[2,1-f][1,2,4]triazin-2-yl)amino)piperidin-1-yl)ethan-1-one-2,2,2-d3 F[C@@H]1CN(CC[C@@H]1NC1=NN2C(C(=N1)OC)=C(C=C2)C=2C=CC1=C(N(N=N1)[C@@H](CF)C)C2)C(C([2H])([2H])[2H])=O